CN(CCOC1=C(C=C2C(=NC=NC2=C1)NC1=CC(=C(C=C1)OC1=CC=2N(C=C1)N=CN2)C)N2C(C(CC2)=C)=O)C 1-{7-[2-(dimethylamino)ethoxy]-4-[(3-methyl-4-{[1,2,4]triazolo[1,5-a]pyridin-7-yloxy}phenyl)amino]quinazolin-6-yl}-3-methylidenepyrrolidin-2-one